1-(6-((2R,6S)-2,6-dimethylmorpholino)pyridin-2-yl)prop-2-yn-1-ol tert-Butyl-4-(2-((12-methoxy-12-oxododecyl)(tetradecyl)amino)ethyl)piperidine-1-carboxylate C(C)(C)(C)C1N(CCC(C1)CCN(CCCCCCCCCCCCCC)CCCCCCCCCCCC(=O)OC)C(=O)OC(C#C)C1=NC(=CC=C1)N1C[C@H](O[C@H](C1)C)C